3-Chloro-2-cyano-pyridine-5-yl 4,6-di-O-acetyl-3-azido-3-deoxy-2-O-methyl-1-thio-β-D-galactopyranoside C(C)(=O)O[C@@H]1[C@@H]([C@H]([C@H](SC=2C=C(C(=NC2)C#N)Cl)O[C@@H]1COC(C)=O)OC)N=[N+]=[N-]